CSC=1N=C(C2=C(N1)CNCC2)N2CCN(CC2)C(=O)OC(C)(C)C tert-butyl 4-(2-methylsulfanyl-5,6,7,8-tetrahydropyrido[3,4-d]pyrimidin-4-yl)piperazine-1-carboxylate